C(=O)(O)C1(C2C=CC(C1C(=O)O)C2)C(=O)O 5-carboxy-5,6-dicarboxylbicyclo[2.2.1]hept-2-ene